C/C(/C(=O)[O-])=C/C(=O)[O-].C/C(/C(=O)[O-])=C/C(=O)[O-].C(CCC)[Sn+4]CCCC dibutyltin di(methylmaleate)